OCC(CO[Si](OCC(NCCS(=O)(=O)[O-])(CO)CO)(CCC[N+](CCCCCCCCCCCCCCCCCC)(C)C)OCC(CO)(CO)NCCS(=O)(=O)O)(NCCS(=O)(=O)O)CO 7,7-bis(3-hydroxy-2-(hydroxymethyl)-2-((2-sulfoethyl)amino)propoxy)-4,4-bis(hydroxymethyl)-11,11-dimethyl-6-oxa-3,11-diaza-7-silanonacosan-11-ium-1-sulfonate